O=C1NC(CCC1C1=NN(C2=CC(=CC=C12)OCC(=O)NC1COC1)C)=O 2-((3-(2,6-Dioxopiperidin-3-yl)-1-methyl-1H-indazol-6-yl)oxy)-N-(oxetan-3-yl)-acetamide